tert-butyl 2-[(4R,10bS)-2-(8-cyano-2-deutero-5-quinolinyl)-4-methyl-3,4,6,10b-tetrahydro-1H-pyrazino[2,1-a]isoindol-8-yl]-5-oxa-2,8-diazaspiro[3.5]nonane-8-carboxylate C(#N)C=1C=CC(=C2C=CC(=NC12)[2H])N1C[C@H]2N(CC3=CC(=CC=C23)N2CC3(C2)OCCN(C3)C(=O)OC(C)(C)C)[C@@H](C1)C